2-((5-(2,6-diazaspiro[3.4]octan-6-yl)-1,2,4-triazin-6-yl)oxy)-N-ethyl-5-fluoro-N-isopropylbenzamide hydrochloride Cl.C1NCC12CN(CC2)C=2N=CN=NC2OC2=C(C(=O)N(C(C)C)CC)C=C(C=C2)F